ethyl 1-(4-(N-(6-(methyl(5-methyl-6-(thiazolo[5,4-b]pyridin-2-ylamino)pyridazin-3-yl)amino)-3-(5-methyl-1-neopentyl-1H-pyrazol-4-yl)picolinoyl)sulfamoyl)phenyl)piperidine-4-carboxylate CN(C1=CC=C(C(=N1)C(=O)NS(=O)(=O)C1=CC=C(C=C1)N1CCC(CC1)C(=O)OCC)C=1C=NN(C1C)CC(C)(C)C)C=1N=NC(=C(C1)C)NC=1SC2=NC=CC=C2N1